C(CCCCCCCC(C(=O)N)C(=O)N(CCCCCCC)C)C(C(=O)N)C(=O)N(C)CCCCCCC octylenebis(N'-heptyl-N'-methylmalonamide)